(E)-(3-fluoro-2-((4-oxo-4,5,6,7-tetrahydro-2H-pyrazolo[4,3-c]pyridin-2-yl)methyl)allyl)tert-butyl carbamate C(N)(OC(CC/C(=C\F)/CN1N=C2C(C(NCC2)=O)=C1)(C)C)=O